C(=C)(C)C1CC(C(CC1)(OCC)OCC)C 4-isopropenyl-1,1-diethoxy-2-methylcyclohexane